benzo[h]isoquinolin-8-ylboronic acid C1=NC=CC2=CC=C3C(=C12)C=CC(=C3)B(O)O